BrC1=C(C=C(C=C1[N+](=O)[O-])Cl)F 2-bromo-5-chloro-1-fluoro-3-nitrobenzene